2-(2,6-dioxopiperidine-3-yl)-4,6-difluoroisoindoline-1,3-dione O=C1NC(CCC1N1C(C2=CC(=CC(=C2C1=O)F)F)=O)=O